N-(benzyloxyethyl)-N'-(2-pyridinylmethyl)-N-(5,6,7,8-tetrahydro-8-quinolinyl)-1,3-benzenedimethanamine C(C1=CC=CC=C1)OCCN(CC1=CC(=CC=C1)CNCC1=NC=CC=C1)C1CCCC=2C=CC=NC12